Demethyl-Nicotine N1=CC=CC(=C1)C1NCCC1